diethyl (3-((8-bromo-2-chloro-5-(4-methoxybenzyl)-5H-pyrimido[5,4-b]indol-4-yl)(methyl)amino)propyl)phosphonate BrC1=CC=2C3=C(N(C2C=C1)CC1=CC=C(C=C1)OC)C(=NC(=N3)Cl)N(CCCP(OCC)(OCC)=O)C